3-hydroxyethyl-pentanediol OCCC(CC(O)O)CC